CC1=CC(=CC(=N1)N1CCC=2C1=NC=CC2)C(F)(F)F 1-[6-methyl-4-(trifluoromethyl)pyridin-2-yl]-2,3-dihydro-1H-pyrrolo[2,3-b]pyridin